(E)-3-(3-(tert-butoxy)-3-oxoprop-1-en-1-yl)benzoic acid methyl ester COC(C1=CC(=CC=C1)\C=C\C(=O)OC(C)(C)C)=O